S1C2=C(C=C1C1=C(C(=NC(=N1)C1=CNC3=NC=C(N=C31)Cl)N[C@@H]3[C@H](C1CCC3CC1)C(=O)OCC)F)C=CC=C2 (2S,3S)-ethyl 3-((6-(benzo[b]thiophen-2-yl)-2-(2-chloro-5H-pyrrolo[2,3-b]pyrazin-7-yl)-5-fluoropyrimidin-4-yl)amino)bicyclo[2.2.2]octane-2-carboxylate